C1(CC1)C1=NC=NC(=C1C1=NN2C(N(C(C=C2)=O)[C@H](C)C2=CC(=C(C=C2)C=2N(C=C(N2)C(F)(F)F)CC)F)=C1)OC (R)-2-(4-cyclopropyl-6-methoxypyrimidin-5-yl)-4-(1-(4-(1-ethyl-4-(trifluoromethyl)-1H-imidazol-2-yl)-3-fluoro-phenyl)ethyl)pyrazolo[1,5-a]pyrimidin-5(4H)-one